N,N-di-n-propylacetamide C(CC)N(C(C)=O)CCC